6-(2-(3-(benzo[b]thiophen-2-yl)phenyl)-2-hydroxyacetyl)-2-(1-phenylcyclopropyl)-5,6,7,8-tetrahydropyrido[4,3-d]pyrimidin-4(3H)-one S1C2=C(C=C1C=1C=C(C=CC1)C(C(=O)N1CC3=C(N=C(NC3=O)C3(CC3)C3=CC=CC=C3)CC1)O)C=CC=C2